COC=1C=C(NC2=NC(=NC(=C2)C2=CC=CC=C2)C2NCC=CC2)C=CC1 [4-(3-Methoxyanilino)-6-phenyl-pyrimidin-2-yl]-3,6-dihydro-2H-pyridine